(8-(5-((3,4-dichlorophenyl)difluoromethyl)-1,3,4-oxadiazol-2-yl)-2,6-diazaspiro[3.4]octan-2-yl)((R)-2,2-difluorocyclopropyl)methanone ClC=1C=C(C=CC1Cl)C(C1=NN=C(O1)C1CNCC12CN(C2)C(=O)[C@@H]2C(C2)(F)F)(F)F